5-chloro-2,3-dimethylbenzothiazole ClC=1C=CC2=C(N(C(S2)C)C)C1